(R)-2-(2,4-difluorophenyl)-1-(((S)-1-(2-(4-fluorophenyl)-3-(pyridin-4-yl)pyrazolo[1,5-a]pyridin-6-yl)ethyl)amino)-3-(1H-1,2,4-triazol-1-yl)propan-2-ol FC1=C(C=CC(=C1)F)[C@@](CN[C@@H](C)C=1C=CC=2N(C1)N=C(C2C2=CC=NC=C2)C2=CC=C(C=C2)F)(CN2N=CN=C2)O